3-((5-aminopyridin-2-yl)amino)propan-1-ol NC=1C=CC(=NC1)NCCCO